N1(C=NC=C1)C(=S)[S-] imidazole-1-carbodithioate